FC(O[C@@H]1CC[C@H](CC1)NC1=NN2C(C=N1)=C(C=C2)C=2C=C1C(=NC2)N=C(N1C(C)C)C)F N-(trans-4-(difluoromethoxy)cyclohexyl)-5-(1-isopropyl-2-methyl-1H-imidazo[4,5-b]pyridin-6-yl)pyrrolo[2,1-f][1,2,4]triazin-2-amine